ClC1=CC=C(C=C1)[C@H](CCNC(=O)C1=C(C=C(S1)C1=CC=C2C(=NNC2=C1)C(=O)NC)C)O (S)-6-(5-((3-(4-chlorophenyl)-3-hydroxypropyl)carbamoyl)-4-methylthiophene-2-yl)-N-methyl-1H-indazole-3-carboxamide